C1(CCCCC1)C(=O)C1CCCCC1 dicyclohexyl ketone